CCCCCCCC/C=C\\CCCCCCCC(=O)O[C@H](COC(=O)CCCCCCC/C=C\\C/C=C\\C/C=C\\CC)COP(=O)([O-])OCC[N+](C)(C)C The molecule is a phosphatidylcholine 36:4 in which the acyl groups specified at positions 1 and 2 are (9Z,12Z,15Z)-octadecatrienoyl and (9Z)-octadecenoyl respectively. It derives from an alpha-linolenic acid and an oleic acid.